1,4-bis[(2-sulfo-4-methylphenyl)amino]-9,10-anthraquinone disodium salt [Na+].[Na+].S(=O)(=O)([O-])C1=C(C=CC(=C1)C)NC1=CC=C(C=2C(C3=CC=CC=C3C(C12)=O)=O)NC1=C(C=C(C=C1)C)S(=O)(=O)[O-]